6-(((6aS,8R)-6a-(difluoromethyl)-2-(3-fluoro-2-methoxyphenyl)-5,6,6a,7,8,9-hexahydropyrrolo[1',2':4,5]pyrazino[2,3-c]pyridazin-8-yl)oxy)-5-fluoro-4-methylnicotinaldehyde FC([C@@]12N(C=3C(=NN=C(C3)C3=C(C(=CC=C3)F)OC)NC1)C[C@@H](C2)OC2=NC=C(C=O)C(=C2F)C)F